2''-bromo-4''-methyldispiro[imidazolidine-4,1'-cyclohexane-4',1''-indene]-2,5-dione BrC=1C2(C3=CC=CC(=C3C1)C)CCC1(CC2)NC(NC1=O)=O